4-(4-propenoylpiperazin-1-yl)-7-(3-amino-2-chloro-4,5,6-trifluorophenyl)-6-chloro-1-(2-isopropyl-4-methylpyridin-3-yl)-2-oxo-1,2-dihydro-1,8-naphthyridine-3-carbonitrile C(C=C)(=O)N1CCN(CC1)C1=C(C(N(C2=NC(=C(C=C12)Cl)C1=C(C(=C(C(=C1F)F)F)N)Cl)C=1C(=NC=CC1C)C(C)C)=O)C#N